C[C@@H]1N(CCN[C@H]1C)C(=O)OC(C)(C)C |r| (±)-tert-butyl trans-2,3-dimethylpiperazine-1-carboxylate